N-(1,2,2,6,6-pentamethyl-4-piperidyl)-n-dodecylsuccinimid CN1C(CC(CC1(C)C)N1C(C(CC1=O)CCCCCCCCCCCC)=O)(C)C